[Cr](=O)(=O)(O[Si](C)(C)C)O[Si](C)(C)C bis-(trimethylsilyl) chromate